C1(CC1)C1=CC=C(C=C1)C=1N=C2N(C=CC=N2)C1CN1CC2CCC(C1)N2C(=O)C2=C(C=CC=C2)F (3-{[2-(4-cyclopropylphenyl)imidazo[1,2-a]pyrimidin-3-yl]methyl}-3,8-diazabicyclo[3.2.1]oct-8-yl)(2-fluorophenyl)methanone